BrC=1C=CC(=C(C=O)C1)OCC1=CC=C(C=C1)OC(F)(F)F 5-bromo-2-((4-(trifluoromethoxy)benzyl)oxy)benzaldehyde